FC(C1=NN=C(O1)C1=CC(N(C=C1)C[C@@H](C1=CC=CC=C1)NC(=O)N1CCOCC1)=O)F (R)-N-(2-(4-(5-(difluoromethyl)-1,3,4-oxadiazole-2-yl)-2-oxopyridine-1(2H)-yl)-1-phenylethyl)morpholine-4-carboxamide